ClC=1C(=CC(=NC1)C=1CCN(CC1)C)NC(OC(C)(C)C)=O tert-butyl (5-chloro-1'-methyl-1',2',3',6'-tetrahydro-[2,4'-bipyridin]-4-yl)carbamate